(Z,Z,Z)-6,9,12-Nonadecatriene CCCCC\C=C/C\C=C/C\C=C/CCCCCC